Scandium borate B([O-])([O-])[O-].[Sc+3]